N-(5-((6-((R)-3-(3,5-difluorophenyl)-isoxazolidine-2-yl)pyrimidine-4-yl)amino)-2-(4-((S)-3-(dimethylamino)pyrrolidine-1-yl)piperidine-1-yl)-4-methoxyphenyl)acrylamide FC=1C=C(C=C(C1)F)[C@@H]1N(OCC1)C1=CC(=NC=N1)NC=1C(=CC(=C(C1)NC(C=C)=O)N1CCC(CC1)N1C[C@H](CC1)N(C)C)OC